FC1=C(C=CC=C1)N1N=CC2=C1COCC2=O 1-(2-fluorophenyl)-1,7-dihydropyrano[3,4-c]pyrazol-4(5H)-one